C(C)(=O)N1C2C(CC(C1)CC2)C(=O)N2C(CC(C2)F)C(=O)NC(C2=CC=C(C=C2)C(C)C)C2=CC=CC=C2 1-{2-acetyl-2-azabicyclo[2.2.2]octane-6-carbonyl}-4-fluoro-N-{phenyl-[4-(propan-2-yl)phenyl]methyl}pyrrolidine-2-carboxamide